C(CC)(=O)[O-].C(CC)(=O)[O-].C(CC)(=O)[O-].C(CC)(=O)[O-].[Zr+4] zirconium (IV) tetrapropionate